CC1=C(OC2=C(C=C(C=C2C1=O)C)[C@@H](C)NC=1C(=NC=CC1)C(=O)N[C@H](C)C1=CC=CC=C1)C1=CC=CC=C1 3-[[(1R)-1-(3,6-Dimethyl-4-oxo-2-phenyl-chromen-8-yl)ethyl]amino]-N-[(1R)-1-phenylethyl]pyridine-2-carboxamide